C(C)(C)(C)C1=C(C=C(C(=C1O)O)OC)C1=CC=CC=C1 Tert-butyl-5-methoxy-[1,1'-biphenyl]-3,4-diol